(E)-3-(3-(tert-butoxy)-4,5-dimethoxyphenyl)-1-(3-hydroxyphenyl)prop-2-en-1-one C(C)(C)(C)OC=1C=C(C=C(C1OC)OC)/C=C/C(=O)C1=CC(=CC=C1)O